piperidine-1-carboxylic acid 4-nitrophenyl ester [N+](=O)([O-])C1=CC=C(C=C1)OC(=O)N1CCCCC1